ethyl 5-hydroxy-1-methyl-1H-pyrazole-3-carboxylate OC1=CC(=NN1C)C(=O)OCC